NC=C1C(CCCC1=O)=O aminomethylenecyclohexane-1,3-dione